C(C)(C)(C)OC(=O)N(C1CN(CC1)C1=NC=C(C=2C1=NC=CN2)C(=O)O)C 5-[3-[tert-butoxycarbonyl(methyl)amino]pyrrolidin-1-yl]pyrido[3,4-b]pyrazine-8-carboxylic acid